C(C1=CC=CC=C1)(C1=CC=CC=C1)N1CC(C1)N1N=C(C=C1)C(=O)O 1-(1-benzhydrylazetidin-3-yl)-1H-pyrazole-3-carboxylic acid